Dioxacyclopentene-5-carbaldehyde C1=COOC1C=O